IC1=NN(C2=NC=NC(=C21)N)C(C)C 3-IODO-1-ISOPROPYL-1H-PYRAZOLO[3,4-D]PYRIMIDIN-4-AMINE